C(C1=C(C=CC=C1)O)([2H])([2H])[2H] o-methyl-d3-phenol